6-(4-isopropyl-5-(8-methyl-[1,2,4]triazolo[1,5-a]pyridin-6-yl)-1H-pyrazol-3-yl)-2-(oxetan-3-yl)-1,2,3,4-tetrahydroisoquinoline C(C)(C)C=1C(=NNC1C=1C=C(C=2N(C1)N=CN2)C)C=2C=C1CCN(CC1=CC2)C2COC2